4-(4-(2,2,2-Trifluoroacetyl)-3,4-dihydro-2H-pyrido[4,3-b][1,4]oxazin-8-yl)benzonitrile FC(C(=O)N1C2=C(OCC1)C(=CN=C2)C2=CC=C(C#N)C=C2)(F)F